2-ethyl-N-(8-fluoro-2-methylimidazo[1,2-a]pyridin-6-yl)-4-(1-methyl-1,7-diazaspiro[3.5]nonan-7-yl)-2H-indazole-7-carboxamide 2,2,2-trifluoroacetate FC(C(=O)O)(F)F.C(C)N1N=C2C(=CC=C(C2=C1)N1CCC2(CCN2C)CC1)C(=O)NC=1C=C(C=2N(C1)C=C(N2)C)F